4-hydroxy-N-(1H-pyrazol-1-yl)-3-{2-[4-(trifluoromethoxy)phenyl]-6-oxa-2,9-diazaspiro[4.5]dec-9-yl}butanamide OCC(CC(=O)NN1N=CC=C1)N1CCOC2(CCN(C2)C2=CC=C(C=C2)OC(F)(F)F)C1